FC1=C(C=CC=C1I)C(C)O 1-(2-fluoro-3-iodophenyl)ethanol